C(C)(C)C=1C=CC(=C(OC2=C(C=CC=C2)NC(=O)C=2C(=NN(C2)C)C(F)(F)F)C1)C(C)(C)CC N-(2-(5-isopropyl-2-(tert-amyl)phenoxy)phenyl)-1-methyl-3-trifluoromethyl-1H-pyrazole-4-carboxamide